4-(2-(3-(fluoromethyl)azetidin-1-yl)ethoxy)phenol FCC1CN(C1)CCOC1=CC=C(C=C1)O